(R)-N-(4-(2,6-dimethoxyphenyl)-5-(methoxymethyl)-4H-1,2,4-triazol-3-yl)-1-(5-fluoropyrimidin-2-yl)piperidine-3-sulfonamide COC1=C(C(=CC=C1)OC)N1C(=NN=C1COC)NS(=O)(=O)[C@H]1CN(CCC1)C1=NC=C(C=N1)F